C1(CC1)C=1C2=C(C(N(C1)C1=CC(=CC=C1)C1(COC1)CC1=NN=CN1C)=O)N(C(=C2)CN2CCCCC2)S(=O)(=O)C2=CC=C(C=C2)C 4-cyclopropyl-6-[3-[3-[(4-methyl-1,2,4-triazol-3-yl)methyl]oxetan-3-yl]phenyl]-2-(1-piperidinylmethyl)-1-(p-tolylsulfonyl)pyrrolo[2,3-c]pyridin-7-one